FC=1C(=NC=CC1)CO (3-fluoropyridin-2-yl)methanol